C=O.[Mo].[Fe] iron-molybdenum formaldehyde